4-[[5-[[[3-ethyl-5-[(2S)-2-(2-hydroxyethyl)-1-piperidyl]pyrazolo[1,5-a]pyrimidin-7-yl]amino]methyl]-2-pyridyl]oxy]butanal C(C)C=1C=NN2C1N=C(C=C2NCC=2C=CC(=NC2)OCCCC=O)N2[C@@H](CCCC2)CCO